5-methyl-2-(4-((1-methylpiperidin-3-yl)amino)pyrido[3,4-d]pyridazin-1-yl)phenol CC=1C=CC(=C(C1)O)C1=C2C(=C(N=N1)NC1CN(CCC1)C)C=NC=C2